(glycidoxy)propyltrimethoxysilane C(C1CO1)OCCC[Si](OC)(OC)OC